C(C1=CC=CC=C1)O[C@@H]1C[C@H](N(C1)C(=O)OC(C)(C)C)C(=O)O (2S,4R)-4-benzyloxy-1-tert-butoxycarbonyl-pyrrolidine-2-carboxylic acid